C1(=CC=CC2=CC=CC=C12)C1ON(C=N1)C1=CC=CC2=CC=CC=C12 2,5-di(1-naphthyl)-1,3,5-oxadiazole